sodium distyrene biphenyl-disulfonate C1(=C(C(=CC=C1)S(=O)(=O)[O-])S(=O)(=O)[O-])C1=CC=CC=C1.C=CC1=CC=CC=C1.C=CC1=CC=CC=C1.[Na+].[Na+]